CC1=CC=CC=C1OC=1C=C(C=C(C1)OC1=NC(=CC=C1)C)OC1=NC(=CC=C1)C 2,2'-(5-(6-methylphenoxy)-1,3-phenylene)bis(oxy)bis(6-methylpyridine)